FC1([C@H](C1)C(=O)NC1=NC=C2C=C(C(N(C2=C1)C)=O)C=1C=NC(=C(C1C)F)/C(/CC)=N/O)F (R,E)-2,2-difluoro-N-(3-(5-fluoro-6-(1-(hydroxyimino)propyl)-4-methylpyridin-3-yl)-1-methyl-2-oxo-1,2-dihydro-1,6-naphthyridin-7-yl)cyclopropane-1-carboxamide